ethyl (5-bromo-2-{3-[(tert-butylsulfinyl)amino]oxetan-3-yl}phenyl)acetate BrC=1C=CC(=C(C1)CC(=O)OCC)C1(COC1)NS(=O)C(C)(C)C